CS(=O)(=O)OCCOCCOCCOCCOCCN1CCN(CC1)C(=O)OC(C)(C)C tert-butyl 4-[14-(methanesulfonyloxy)-3,6,9,12-tetraoxatetradecan-1-yl]piperazine-1-carboxylate